C(C)(C)(CC)OOC(CCCCCC(C)(C)C)=O.NCCCN1CCN(CC1)CCCN 1,4-bis(3-aminopropyl)piperazine t-amylperOxyneodecanoate